C(C)(C)(C)OC(=O)N1[C@@H](CCC1)C(CC(=O)OCC)=O (2S)-2-(3-ethoxy-3-oxo-propionyl)pyrrolidine-1-carboxylic acid tert-butyl ester